benzyl 2-(2,5-dioxo-2,5-dihydro-1H-pyrrol-1-yl)acetate O=C1N(C(C=C1)=O)CC(=O)OCC1=CC=CC=C1